Cl.Cl.C[C@H]1CN(CCC1)C1CCN(CC1)C=1SC(=CN1)C(=O)O 2-[(3R)-3-methyl-[1,4'-bipiperidine]-1'-yl]-1,3-thiazole-5-carboxylic acid dihydrochloride